C(C)N(C1CCC(CC1)NC1=C2C=C(N(C2=CC=C1)CC(F)(F)F)C#CCNC1=C(C=C(C=C1)S(=O)(=O)C)OC)CC (1S,4S)-N1,N1-diethyl-N4-(2-(3-((2-methoxy-4-(methylsulfonyl)phenyl)amino)prop-1-yn-1-yl)-1-(2,2,2-trifluoroethyl)-1H-indol-4-yl)cyclohexane-1,4-diamine